1-(1-benzyl-4-methyl-2-oxo-1,2,3,4-tetrahydroquinolin-6-yl)-3-(tert-butyl)urea C(C1=CC=CC=C1)N1C(CC(C2=CC(=CC=C12)NC(=O)NC(C)(C)C)C)=O